OC(=S)SC S-methyl xanthate